Cyclopropylimidazo[1,2-a]pyridine-2-carbaldehyde C1(CC1)C1=C(N=C2N1C=CC=C2)C=O